trans-N-(4-methyl-3-pyridin-2-ylphenyl)bicyclo[2.2.1]heptane-2-carboxamide CC1=C(C=C(C=C1)NC(=O)C1C2CCC(C1)C2)C2=NC=CC=C2